C(/C=C/CO)O 1,4-Butenediol